BrC1=CC=2N(C=C1)N=CC2C(=O)NC2CCN(CC2)C 5-bromo-N-(1-methylpiperidin-4-yl)pyrazolo[1,5-a]pyridine-3-carboxamide